C(#N)C1=C(C=C(C=C1)C1=CN=C(S1)NC(=O)N1C[C@H](O[C@H](C1)C)C)OC(C)C (2r,6s)-N-[5-(4-cyano-3-prop-2-yloxyphenyl)-1,3-thiazol-2-yl]-2,6-dimethylmorpholine-4-carboxamide